ClC1=C(SNC=C1)Cl dichlorothiapyridine